BrC=1C(=NC(=NC1)Cl)C1=CNC2=C(C=CC=C12)P(C)(C)=O (3-(5-Bromo-2-chloropyrimidin-4-yl)-1H-indol-7-yl)dimethylphosphine oxide